C(C)(C)(C)OC(=O)N1CCC(CC1)OCC(NC)=O.Cl.CNC(COC1CCNCC1)=O N-methyl-2-(piperidin-4-yloxy)acetamide hydrochloride tert-Butyl-4-[(methylcarbamoyl)methoxy]piperidine-1-carboxylate